chloro-7-[(2,4-dimethoxyphenyl)methoxy]quinazoline ClC1=NC2=CC(=CC=C2C=N1)OCC1=C(C=C(C=C1)OC)OC